(4-(sec-Butoxy)-5-((1-isopropyl-1H-pyrazol-4-yl)ethynyl)pyridin-2-yl)-2-(1-(cyclopropylsulfonyl)-1H-pyrazol-4-yl)pyrimidin-4-amine C(C)(CC)OC1=CC(=NC=C1C#CC=1C=NN(C1)C(C)C)C=1C(=NC(=NC1)C=1C=NN(C1)S(=O)(=O)C1CC1)N